FC(C(=O)O)CC1=NC=C(C=C1)F α,5-difluoro-2-pyridinepropionic acid